BrC1=C(C=C(C(=C1)F)COC1OCCCC1)COC1OCCCC1 2,2'-(((4-bromo-6-fluoro-1,3-phenylene)bis(methylene))bis(oxy))bis(tetrahydro-2H-pyran)